BrC1=C2C(=CNC2=CC(=C1)F)C=O 4-BROMO-6-FLUOROINDOLE-3-CARBOXALDEHYDE